C(CCCCCCCCCCC)SCCC(=O)OC1=C(C=C(C(=C1)C)SC1=CC(=C(C=C1C)OC(CCSCCCCCCCCCCCC)=O)C(C)(C)C)C(C)(C)C thiobis(2-tert-butyl-5-methyl-4,1-phenylene) bis(3-(dodecylthio) propionate)